2-oxo-6-phenyl-3-((2-phenyloxetan-3-yl)amino)pyrazin O=C1NC(=CN=C1NC1C(OC1)C1=CC=CC=C1)C1=CC=CC=C1